C(C)OC(\C(=C/C1=C(C=C(C=N1)C(=O)OC)[N+](=O)[O-])\CC)=O methyl 6-[(1Z)-3-ethoxy-2-ethyl-3-oxoprop-1-en-1-yl]-5-nitropyridine-3-carboxylate